CC1=C(C=C(C=C1)C1=CC=C(C=C1)CCN1CCN(CC1)C)N 4-Methyl-4'-(2-(4-methylpiperazin-1-yl)ethyl)-[1,1'-biphenyl]-3-amine